2-methyl-1-(3-(4-(2-(trifluoromethyl)phenyl)piperidine-1-carbonyl)-1,4,6,7-tetrahydro-5H-pyrazolo[4,3-c]pyridin-5-yl)propan-1-one CC(C(=O)N1CC2=C(CC1)NN=C2C(=O)N2CCC(CC2)C2=C(C=CC=C2)C(F)(F)F)C